6-Bromo-3-fluoroimidazo[1,2-a]pyridine BrC=1C=CC=2N(C1)C(=CN2)F